5-(benzyloxy)-2-methyl-N-(pyridin-4-yl)benzofuran-3-carboxamide Tert-butyl-2,4-dichloro-5,8-dihydropyrido[3,4-d]pyrimidine-7(6H)-carboxylate C(C)(C)(C)OC(=O)N1CC=2N=C(N=C(C2CC1)Cl)Cl.C(C1=CC=CC=C1)OC=1C=CC2=C(C(=C(O2)C)C(=O)NC2=CC=NC=C2)C1